C(=O)(O)C(CCC(=O)ON1C(CCC1=O)=O)N1CCN(CCN(CC1)CC(=O)O)CC(=O)O 2,2'-(7-(1-carboxy-4-((2,5-dioxopyrrolidin-1-yl)oxy)-4-oxobutyl)-1,4,7-triazacyclononane-1,4-diyl)diacetic acid